C(CC)(=O)OC(CCCCCCC=O)C 8-(propionyloxy)nonanal